[Na].[Ca].[Ag] Silver Calcium Sodium